FC1=CC(=C(C=C1)C1=NC=C(C=N1)CN)OC=1N(N=C(C1)C1CCOCC1)C [2-[4-fluoro-2-[2-methyl-5-(oxan-4-yl)pyrazol-3-yl]oxyphenyl]pyrimidin-5-yl]methanamine